(4-(4-(carboxymethyl)-2,5-dihydroxybenzamido)phenyl)acetic acid C(=O)(O)CC1=CC(=C(C(=O)NC2=CC=C(C=C2)CC(=O)O)C=C1O)O